N-(4-(1-methylcyclopropyl)thiazol-2-yl)-1-(pyridin-4-ylmethyl)-1H-pyrrole-2-carboxamide CC1(CC1)C=1N=C(SC1)NC(=O)C=1N(C=CC1)CC1=CC=NC=C1